O=C1NC(CCC1N1C(C2=CC=C(C=C2C1=O)OCCOCCOCCOCCN1[C@H](CN(CC1)C1=NC=NC(=C1)C1=NNC2=CC(=C(C=C12)OC(C)C)F)C)=O)=O 2-(2,6-dioxo-3-piperidyl)-5-[2-[2-[2-[2-[(2S)-4-[6-(6-fluoro-5-isopropoxy-1H-indazol-3-yl)pyrimidin-4-yl]-2-methyl-piperazin-1-yl]ethoxy]ethoxy]ethoxy]ethoxy]isoindoline-1,3-dione